N1C[C@H](CC1)COC1=CC(=CC=2NN=NC21)C2=CC=C(C=C2)O (S)-4-(4-(pyrrolidin-3-ylmethoxy)-1H-benzo[d][1,2,3]triazol-6-yl)phenol